O1CC(C1)N1CCN(CCC1)C1=NC=C(C=N1)C1=NNC2=CC=CC=C12 3-[2-[4-(oxetan-3-yl)-1,4-diazepan-1-yl]pyrimidin-5-yl]-1H-indazole